1-(2-hydroxyethyl)-2,2,6,6-tetramethyl-4-hydroxypiperidine OCCN1C(CC(CC1(C)C)O)(C)C